(3S)-3-amino-2-methyl-butane-2-ol hydrochloride Cl.N[C@H](C(C)(O)C)C